CN1N=C(C(=C1)NC(CCC1=CC=NC=C1)=O)C(=O)OC methyl 1-methyl-4-[3-(pyridin-4-yl)propanamido]-1H-pyrazole-3-carboxylate